1-(9-ethyl-9H-carbazol-3-yl)-N-(3-morpholinopropyl)-5-phenyl-1H-1,2,3-triazole-4-carboxamide C(C)N1C2=CC=CC=C2C=2C=C(C=CC12)N1N=NC(=C1C1=CC=CC=C1)C(=O)NCCCN1CCOCC1